tert-butyl 3-(1-(4-fluorophenyl)-1H-pyrazol-3-yl)pyrrolidine-1-carboxylate FC1=CC=C(C=C1)N1N=C(C=C1)C1CN(CC1)C(=O)OC(C)(C)C